C1(=CC=CC=C1)[B-](C1=C(C(=C(C(=C1F)F)F)F)F)(C1=C(C(=C(C(=C1F)F)F)F)F)C1=C(C(=C(C(=C1F)F)F)F)F.OC1=CC=C(C=C1)[S+](CC1=C(C=CC=C1)C)C 4-hydroxyphenyl-methyl-(2-methylbenzyl)sulfonium phenyl-tris(pentafluorophenyl)borate